N3-[(2R)-1,1-difluoropropan-2-yl]-N5-(4-fluoro-3-methylphenyl)-4H,5H,6H,7H-[1,2]oxazolo[4,5-c]pyridine-3,5-dicarboxamide FC([C@@H](C)NC(=O)C1=NOC2=C1CN(CC2)C(=O)NC2=CC(=C(C=C2)F)C)F